1-(2-bromo-4-methoxyphenyl)-3-methyl-1H-pyrazol-5(4H)-one BrC1=C(C=CC(=C1)OC)N1N=C(CC1=O)C